C1(CC1)C1=NC=NC(=C1C1=NC=2CCCC(C2C(=N1)SC)=O)OC 2-(4-cyclopropyl-6-methoxypyrimidin-5-yl)-4-(methylthio)-7,8-dihydroquinazolin-5(6H)-one